N-(3-(fluoromethyl)oxetan-3-yl)-3-((2-methylthiazol-5-yl)methyl)-2,4-dioxo-1,2,3,4-tetrahydroquinazoline-6-sulfonamide FCC1(COC1)NS(=O)(=O)C=1C=C2C(N(C(NC2=CC1)=O)CC1=CN=C(S1)C)=O